CC1=NC(=NO1)CC=1NC2=C(C=NC=3C=CC(=CC23)C#N)N1 2-[(5-methyl-1,2,4-Oxadiazol-3-yl)methyl]-1H-imidazo[4,5-c]Quinoline-8-carbonitrile